BrC1=CC(=C(C=C1)/N=C/N(C)C)I (E)-N'-(4-bromo-2-iodophenyl)-N,N-dimethylmethanimidamide